C(=C)C1=CC=C(C=C1)C=1C=C2C=3C=C(C=CC3N(C2=CC1)C1=CC=C(C=C1)C=C)C1=CC=C(C=C1)NC=1C=CC2=C(OC3=C2C=CC=C3)C1 N-(4-(6,9-bis(4-vinylphenyl)-9H-carbazol-3-yl)phenyl)dibenzo[b,d]Furan-3-amine